2-(4-vinylphenyl)indene C(=C)C1=CC=C(C=C1)C=1CC2=CC=CC=C2C1